FC(C1=C(C=C(C(=C1)C)C)C(F)(F)F)(F)F 1,2-bis(trifluoromethyl)-4,5-xylene